FC(S(=O)(=O)OC=1C(=C2C=CNC2=CC1)[Si](C)(C)C)(F)F 4-(trimethylsilyl)-1H-indole-5-yl trifluoromethanesulfonate